ethyl-bis(methyl-indenyl)zirconium dichloride [Cl-].[Cl-].C(C)[Zr+2](C1C(=CC2=CC=CC=C12)C)C1C(=CC2=CC=CC=C12)C